methyl 2-(bromomethyl)-5-(hydroxymethyl)-3-(trifluoromethyl)benzoate BrCC1=C(C(=O)OC)C=C(C=C1C(F)(F)F)CO